[N+](=O)([O-])C1=CC=2C(C3=C(C=CC=C3SC2C(=C1)[N+](=O)[O-])[N+](=O)[O-])=O 2,4,8-trinitrothioxanthone